NC1C(CCCC1)NC(OC)=O methyl (2-aminocyclohexyl)carbamate